1-dodecyl-beta-D-glucuronic acid C(CCCCCCCCCCC)[C@]1(O)[C@H](O)[C@@H](O)[C@H](O)[C@H](O1)C(=O)O